aminoFormic acid isopropyl ester C(C)(C)OC(=O)N